Cl.NC1=CC=C(C=C1)CN(C(=O)N[C@H](C(=O)OCC)CCSC)CC Ethyl (2S)-2-({[(4-aminophenyl)methyl](ethyl)carbamoyl}amino)-4-(methylsulfanyl)butanoate hydrochloride